NC(CO)CC1=C(C=C(C(=C1)OC)Br)OC 2-amino-3-(4-bromo-2,5-dimethoxyphenyl)-1-propanol